C(=O)(O)C1CC2=CC(=CC=C2CC1)OC1=C(C=CC=C1)C1=CC=C(C=C1)F 2-carboxy-7-((4'-fluoro-[1,1'-biphenyl]-2-yl)oxy)-1,2,3,4-tetrahydronaphthalene